BrC1=CC=C(C=N1)NC(C)=O N-(6-bromopyridin-3-yl)acetamide